CC1(OB(OC1(C)C)C1=CN(C2=C1C(=NC=C2)C(F)(F)F)CCO)C 2-[3-(4,4,5,5-tetramethyl-1,3,2-dioxaborolan-2-yl)-4-(trifluoromethyl)-1H-pyrrolo[3,2-c]pyridin-1-yl]ethan-1-ol